(S)-2-acetyl-6-(4-chlorobenzyl)-9-(4-(difluoromethoxy)phenyl)-2,6,9-triazaspiro[4.5]decane-7,10-dione C(C)(=O)N1C[C@]2(CC1)N(C(CN(C2=O)C2=CC=C(C=C2)OC(F)F)=O)CC2=CC=C(C=C2)Cl